C(C)(C)(C)OC(=O)N[C@@H]1C(NCC2=C(C1)C=CC=C2)=O (S)-4-(tert-butyloxycarbonylamino)-2,3,4,5-tetrahydro-2-benzazepin-3(1H)-one